FC1=CC=C(C=C1)N1CCN(C2=CC=CC=C12)C(CCN1CC2N(CC1)CCC2)=O 1-(4-(4-fluorophenyl)-3,4-dihydroquinoxalin-1(2H)-yl)-3-(hexahydropyrrolo[1,2-a]pyrazine-2(1H)-yl)propan-1-one